(S)-1-(3,4-difluorophenyl)-6-(5-(1,4-dimethyl-1H-pyrazol-5-yl)-1-((1r,4S)-4-methoxycyclohexyl)-1H-benzo[d]imidazol-2-yl)piperidin-2-one FC=1C=C(C=CC1F)N1C(CCC[C@H]1C1=NC2=C(N1C1CCC(CC1)OC)C=CC(=C2)C2=C(C=NN2C)C)=O